ClC1=C(C=CC=C1)\C=C\Br (E)-1-(2'-chlorophenyl)-2-bromoethylene